[6-[(5-chloro-2-pyridyl)oxy]-2-azaspiro[3.3]heptan-2-yl]-(6,6-dioxo-6lambda6-thia-2,5-diazaspiro[3.4]octan-2-yl)methanone ClC=1C=CC(=NC1)OC1CC2(CN(C2)C(=O)N2CC3(C2)NS(CC3)(=O)=O)C1